N-[1,1'-biphenyl]-4-yl-1-naphthylamine C1(=CC=C(C=C1)NC1=CC=CC2=CC=CC=C12)C1=CC=CC=C1